C(C)(C)(C)C1=CC(=NC=C1)C=1C=C(C=CC1)OB(O)O (3-(4-tert-butylpyridin-2-yl)phenyl)boric acid